(2R,6R)-N-[2-(1-Benzylpiperidin-4-yl)ethyl]-2,6-dimethyl-4-[5-(trifluoromethyl)pyrimidin-2-yl]piperazine-1-carboxamide C(C1=CC=CC=C1)N1CCC(CC1)CCNC(=O)N1[C@@H](CN(C[C@H]1C)C1=NC=C(C=N1)C(F)(F)F)C